methylandrosta-4,9(11)-diene-3,17-dione CC[C@@]12C(CC[C@H]1[C@@H]1CCC3=CC(CC[C@]3(C)C1=CC2)=O)=O